Cl.BrC=1C=C(C#N)C(=CN1)OCC1CCNCC1 2-bromo-5-(piperidin-4-ylmethoxy)isonicotinonitrile hydrochloride